NC1=NC=C(C(=N1)C(F)F)C1=NC(=NC(=N1)N1CCOCC1)N1CCN(CC1)C(CCNC(=O)C1CCN(CC1)C(\C=C\C)=O)=O (E)-N-(3-(4-(4-(2-amino-4-(difluoromethyl)pyrimidin-5-yl)-6-morpholino-1,3,5-triazin-2-yl)piperazin-1-yl)-3-oxopropyl)-1-(but-2-enoyl)piperidine-4-carboxamide